ClC1=NN(C2=NC(=NC=C21)Cl)CCCOC2=NN(C(=C2[N+](=O)[O-])C)C 3,6-dichloro-1-(3-((1,5-dimethyl-4-nitro-1H-pyrazol-3-yl)oxy)propyl)-1H-pyrazolo[3,4-d]pyrimidine